Cl.N1=CC=C(C=C1)CCCOC=1C=C2C(NC(=NC2=CC1)C1=NC=CC(=C1)C(F)(F)F)=O 6-(3-pyridin-4-yl-propoxy)-2-(4-trifluoromethyl-pyridin-2-yl)-3H-quinazolin-4-one hydrochloride